4-chloro-1-(2-chloro-6-nitrophenyl)-1H-pyrazole ClC=1C=NN(C1)C1=C(C=CC=C1[N+](=O)[O-])Cl